C(C1=CC=CC=C1)OC=1C(=CC(=C(C1)CO)F)Br (5-(benzyloxy)-4-bromo-2-fluorophenyl)methanol